C(C)N(CCC)CCC1=CNC2=CC(=C(C=C12)OC)C N-ethyl-N-(2-(5-methoxy-6-methyl-1H-indol-3-yl)ethyl)propan-1-amine